C(C=C)(=O)N1C(CN(CC1)C1=C(C(N(C=2CN(CCC12)C1=CC=CC2=CC=CC(=C12)Cl)C[C@H]1N(CCC1)C)=O)C#N)=CC#N 4-((R)-4-propenoyl-3-(cyanomethylene)piperazin-1-yl)-7-(8-chloronaphthalen-1-yl)-1-(((S)-1-methylpyrrolidin-2-yl)methyl)-2-oxo-1,2,5,6,7,8-hexahydro-1,7-naphthyridine-3-carbonitrile